N1(N=CC=C1)C1CCN(CC1)C(=O)C1=NC2=CC=C(C=C2C(=C1)C(=O)N1CCCCC1)OCC1=CC=C(C#N)C=C1 4-(((2-(4-(1H-pyrazol-1-yl)-piperidine-1-carbonyl)-4-(piperidine-1-carbonyl)-quinolin-6-yl)oxy)methyl)benzonitrile